3-(5-(2-(2H-1,2,3-Triazol-2-yl)acetyl)-2-isopropoxyphenyl)-2-((4-(2-(4-chlorophenoxy)acetyl)piperazin-1-yl)methyl)quinazolin-4(3H)-one N=1N(N=CC1)CC(=O)C=1C=CC(=C(C1)N1C(=NC2=CC=CC=C2C1=O)CN1CCN(CC1)C(COC1=CC=C(C=C1)Cl)=O)OC(C)C